C(CCCCCCC(=O)O)(=O)O.C(CCCCCCC)OC([C@@H](NC(CCC1=CC=C(C=C1)O)=O)CC1=CC=C(C=C1)O)=O desaminotyrosyl-tyrosine octyl ester suberate